[3-(Methoxycarbonyl)-5-(2-methylpyrimidin-5-yl)indazol-1-yl]acetic acid COC(=O)C1=NN(C2=CC=C(C=C12)C=1C=NC(=NC1)C)CC(=O)O